C(C)C=1N=C(C2=C(N1)SC(=C2)C)N[C@@H]2[C@H](C2)C2=CC=CC=C2 2-ethyl-6-methyl-N-((1S,2R)-2-phenylcyclopropyl)thieno[2,3-d]pyrimidin-4-amine